4-(cyclohexylmethyl)-3-(pyridin-4-ylmethyl)-4,5-dihydro-1,2,4-oxadiazol-5-one C1(CCCCC1)CN1C(=NOC1=O)CC1=CC=NC=C1